(3,4-dimethylphenyl)benzylamine CC=1C=C(C=CC1C)NCC1=CC=CC=C1